P(=O)(O)(O)OC[C@@H]1[C@H](C[C@@H](O1)N1C=NC=2C(=O)NC(N)=NC12)O deoxyguanosine mono-phosphate